N-((4R,5S,7R,8R,9S,10R)-8,10-dihydroxy-7-(hydroxymethyl)-9-(4-(3,4,5-trifluorophenyl)-1H-1,2,3-triazol-1-yl)-1,6-dioxaspiro[4.5]decan-4-yl)-3-methoxy-1-naphthamide O[C@H]1[C@H](O[C@@]2([C@@H](CCO2)NC(=O)C2=CC(=CC3=CC=CC=C23)OC)[C@@H]([C@H]1N1N=NC(=C1)C1=CC(=C(C(=C1)F)F)F)O)CO